3-((2-bromophenyl-methyl)oxy)Propane-1-ol BrC1=C(C=CC=C1)COCCCO